2,5-Dichlorophenyl 2,4,6-tri-O-acetyl-3-azido-3-deoxy-1-thio-α-D-galactopyranoside C(C)(=O)O[C@H]1[C@@H](SC2=C(C=CC(=C2)Cl)Cl)O[C@@H]([C@@H]([C@@H]1N=[N+]=[N-])OC(C)=O)COC(C)=O